1-((2-aminothiazol-5-yl)methyl)-N-(4-chlorophenyl)piperidine-4-carboxamide NC=1SC(=CN1)CN1CCC(CC1)C(=O)NC1=CC=C(C=C1)Cl